2-methyl-N-(1,2,3,4-tetrahydro-isoquinolin-7-yl)-4-(1,2,3,6-tetrahydro-pyridin-4-yl)-benzamide CC1=C(C(=O)NC2=CC=C3CCNCC3=C2)C=CC(=C1)C=1CCNCC1